C(C1=CC=CC=C1)OC1=C(C=CC(=C1)C1=NNN(N1)C)C(C)=O 1-(2-(benzyloxy)-4-(2-methyl-1H-tetrazol-5-yl)phenyl)ethan-1-one